ClC1=CC=C(C=C2C(C(CC2)=O)=CC2=CC=C(C=C2)Cl)C=C1 di(p-chlorobenzylidene)cyclopentanone